(R)-2-acetamido-3-pyridine-propionic acid methyl ester COC(CCC=1C(=NC=CC1)NC(C)=O)=O